5-chloro-3-hydrazinylpyridazine dihydrochloride Cl.Cl.ClC=1C=C(N=NC1)NN